C1(C=2C(C(N1C(C(=O)N)CCC(=O)N)=O)=CC=CC2)=O phthalimidyl-glutaramide